1-(4-fluorophenyl)piperidin FC1=CC=C(C=C1)N1CCCCC1